(2S)-2-((2-((5-methoxy-7,7-dimethyl-5,7-dihydrofuro[3,4-b]pyridin-2-yl)amino)-5-(3-methyl-1,2,4-oxadiazol-5-yl)pyrimidin-4-yl)amino)-2-phenylethan-1-ol COC1OC(C2=NC(=CC=C21)NC2=NC=C(C(=N2)N[C@H](CO)C2=CC=CC=C2)C2=NC(=NO2)C)(C)C